[Fe-4](C#N)(C#N)(C#N)(C#N)(C#N)C#N.[Cs+].[Rb+].[K+].[Ni+2].CC1=C(C(=C(C=C1)[Si](O[Si](O[SiH2]C)(C)C)(C)C)C)C trimethylpentamethylphenyl-trisiloxane nickel potassium rubidium cesium ferrocyanide